C12N(CC(CC1)C2)C2=CC1=C(N=C(N=C1N[C@H](C)C1=C(C(=CC=C1)C(F)F)F)C)C=N2 6-[2-azabicyclo[2.2.1]heptan-2-yl]-N-{(1R)-1-[3-(difluoromethyl)-2-fluorophenyl]ethyl}-2-methylpyrido[3,4-d]pyrimidin-4-amine